BrC=1C2=C(C=3C(=NC(=NC3C1F)S(=O)(=O)CC)N1CCOC[C@](C1)(O)C)COC2 (S)-4-(6-bromo-3-(ethylsulfonyl)-5-fluoro-7,9-dihydrofuro[3,4-f]quinazolin-1-yl)-6-methyl-1,4-oxazepan-6-ol